1-(2-chloropyrimidin-4-yl)-5-fluoro-1H-benzo[d]imidazol-2(3H)-one ClC1=NC=CC(=N1)N1C(NC2=C1C=CC(=C2)F)=O